N[C@H]1[C@H](CCCC1)NC1=NC(=C(C=2N1C=CN2)C(N)=O)NC=2C=C(OCCOCCOCCOCCNC(OCC1=CC=CC=C1)=O)C=C(C2)OC Benzyl (2-(2-(2-(2-(3-((5-(((1S,2R)-2-aminocyclohexyl)amino)-8-carbamoylimidazo[1,2-c]pyrimidin-7-yl)amino)-5-methoxyphenoxy)ethoxy)ethoxy)ethoxy)ethyl)carbamate